ClC1=C(C=CC=C1)NC(\C=C\C1=CC(=C(C=C1)OCC#C)OC)=O (E)-N-(2-chlorophenyl)-3-(3-methoxy-4-(prop-2-yn-1-yloxy)phenyl)acrylamide